(1R,2S,5R)-N-(4-((benzyl(methyl)amino)methyl)benzyl)-2-isopropyl-5-methylcyclohexanecarboxamide hydrochloride Cl.C(C1=CC=CC=C1)N(C)CC1=CC=C(CNC(=O)[C@H]2[C@@H](CC[C@H](C2)C)C(C)C)C=C1